C1(=CC=CC=C1)C1=NC2=CC=CC=C2N=C1C1=C(C(=C2C(=N1)N=CN2)C2=CC=C(C=C2)C)C2=CC=CC=C2 2-phenyl-3-(6-phenyl-7-(p-tolyl)-1H-imidazo[4,5-b]pyridin-5-yl)quinoxaline